C(#N)C1(CC1)NS(=O)(=O)C=1C=C(C=2N(C1)C(=CN2)C=2SC(=NN2)C(F)F)N2CC1N(CC2)C(CCC1)=O N-(1-cyanocyclopropyl)-3-(5-(difluoromethyl)-1,3,4-thiadiazol-2-yl)-8-(6-oxooctahydro-2H-pyrido[1,2-a]pyrazin-2-yl)imidazo[1,2-a]pyridine-6-sulfonamide